(5S)-2-(2,3-dihydrobenzo[b][1,4]dioxin-2-yl-7-d)-4,5-dihydro-1H-imidazole-4,4,5-d3 O1C2=C(OCC1C=1N[C@H](C(N1)([2H])[2H])[2H])C=CC(=C2)[2H]